tert-butyl (4-chloro-3-((5-iodo-3-methylpyridin-2-yl)carbamoyl)phenyl)carbamate ClC1=C(C=C(C=C1)NC(OC(C)(C)C)=O)C(NC1=NC=C(C=C1C)I)=O